6-(4-chlorophenyl)-2-(3-fluorophenyl)-N-[(2R)-1-hydroxy-3-phenylpropan-2-yl]-3-oxo-2,3-dihydropyridazine-4-carboxamide ClC1=CC=C(C=C1)C=1C=C(C(N(N1)C1=CC(=CC=C1)F)=O)C(=O)N[C@@H](CO)CC1=CC=CC=C1